CC1=NNC2=CN=C(C=C21)C=2C=C(C=CC2)NC(C=C)=O N-(3-{3-methyl-1H-pyrazolo[3,4-c]pyridin-5-yl}phenyl)prop-2-enamide